2-{3-[(1S)-1-[(2R)-azetidin-2-yl]ethoxy]pyridin-4-yl}-3-[(3-fluoro-2-methoxyphenyl)amino]-1H,5H,6H,7H-pyrrolo[3,2-c]pyridin-4-one N1[C@H](CC1)[C@H](C)OC=1C=NC=CC1C1=C(C=2C(NCCC2N1)=O)NC1=C(C(=CC=C1)F)OC